(E)-N'-(6-iodo-8-methyl-1,7-naphthyridin-5-yl)-N,N-dimethylmethanimidamide IC=1C(=C2C=CC=NC2=C(N1)C)/N=C/N(C)C